5-amino-3-(4-bromophenyl)-1-(3,4-difluorophenyl)pyrazole-4-carbonitrile NC1=C(C(=NN1C1=CC(=C(C=C1)F)F)C1=CC=C(C=C1)Br)C#N